Isopropyl ((R)-(((2R,3S,5R)-5-(6-amino-2-fluoro-9H-purin-9-yl)-2-ethynyl-3-hydroxytetrahydrofuran-2-yl) methoxy)(phenoxy)phosphoryl)-L-phenylalaninate NC1=C2N=CN(C2=NC(=N1)F)[C@H]1C[C@@H]([C@@](O1)(C#C)CO[P@@](=O)(OC1=CC=CC=C1)N[C@@H](CC1=CC=CC=C1)C(=O)OC(C)C)O